C1(CCCCC1)C[C@H](C(=O)N1CC2(CCC2)[C@](CC1)(O)CN1C=NC(=CC1=O)C1=C(C=CC=C1)F)C 3-(((S)-6-((R)-3-cyclohexyl-2-methylpropanoyl)-9-hydroxy-6-azaspiro[3.5]nonan-9-yl)methyl)-6-(2-fluorophenyl)pyrimidin-4(3H)-one